N-(2,4-dimethyl-6-(4-methoxystyryl)benzyl)-2-methyl-N-phenylbenzamide CC1=C(CN(C(C2=C(C=CC=C2)C)=O)C2=CC=CC=C2)C(=CC(=C1)C)C=CC1=CC=C(C=C1)OC